COC1(C(N(C2=C1C=C1C(=NN=C(C1=C2)C)N[C@H](C)C2=C(C(=CC=C2)C(CO)(F)F)C)C)=O)C 3-methoxy-1,3,8-trimethyl-5-[[(1R)-1-[3-(1,1-difluoro-2-hydroxy-ethyl)-2-methyl-phenyl]ethyl]amino]pyrrolo[3,2-g]phthalazin-2-one